O(CCC(C(=O)N)CN)CCC(C(=O)N)CN N'-(oxybis(ethane-2,1-diyl))bis(3-aminopropionamide)